((2R,3S,4R,5S)-5-(4-aminopyrrolo[2,1-f][1,2,4]triazin-7-yl)-2-cyano-3,4-dihydroxytetrahydrofuran-2-yl)methyl ((S)-2-methylbutyl) carbonate C(OC[C@]1(O[C@H]([C@@H]([C@@H]1O)O)C1=CC=C2C(=NC=NN21)N)C#N)(OC[C@H](CC)C)=O